N-allyl-urethane C(C=C)NC(=O)OCC